FCC1=C(C(=C(C(=C1F)F)C(F)(F)F)F)F octafluoropara-xylene